6-(furan-2-yl)-5-methyl-4-(trifluoromethyl)-1,4-dihydropyridine-3-carbonitrile O1C(=CC=C1)C1=C(C(C(=CN1)C#N)C(F)(F)F)C